ClC1=CC(=C(C=C1)C1(CC1)NC(OC(C)(C)C)=O)C1=NN(C=C1)C tert-butyl (1-(4-chloro-2-(1-methyl-1H-pyrazol-3-yl)phenyl)cyclopropyl)carbamate